C(=O)(O)NC1=NC(NC=C1)=O N4-carboxylcytosine